4-(2,6-dichloro-benzamido)-1H-pyrazole-3-carboxamide ClC1=C(C(=O)NC=2C(=NNC2)C(=O)N)C(=CC=C1)Cl